N-(3-((2R,5R)-5-((S)-(3-Fluorophenyl)(hydroxy)methyl)pyrrolidin-2-yl)phenyl)methanesulfonamide FC=1C=C(C=CC1)[C@@H]([C@H]1CC[C@@H](N1)C=1C=C(C=CC1)NS(=O)(=O)C)O